NC(C(=O)O)CC1=CC2=CC=CC=C2C=C1 2-amino-3-(naphthalene-2-yl)propionic acid